C(C)OC(CC=1C=CC=2C(C3=CC=CC=C3SC2C1OCCOC(C)=O)=O)=O 2-[4-(2-acetoxyethoxy)-9-oxo-thioxanthen-3-yl]acetic acid ethyl ester